4-morpholinyldisulfide N1(CCOCC1)SSN1CCOCC1